C(C1=CC=CC=C1)C1CCN(CC1)C(=O)C=1C=CC2=C(N(C(C3=C(N2)C=CC=C3)=O)CCCC)C1 8-(4-benzylpiperidine-1-carbonyl)-10-butyl-5,10-dihydro-11H-dibenzo[b,e][1,4]diazepin-11-one